(2S,3S,4R)-4-hydroxy-2-[(4-methoxyphenyl) methyl]pyrrolidin-3-yl N-{2-[bis(2-methoxyethyl)amino]ethyl}carbamate COCCN(CCNC(O[C@H]1[C@@H](NC[C@H]1O)CC1=CC=C(C=C1)OC)=O)CCOC